Histidyl-β-alanine hydrochloride Cl.N[C@@H](CC1=CNC=N1)C(=O)NCCC(=O)O